7-bromo-N-(4-(chlorodifluoromethoxy)phenyl)-2-(methylthio)-1-(((4S)-2-phenyl-1,3-dioxolan-4-yl)methyl)-1H-benzo[d]Imidazole-5-carboxamide BrC1=CC(=CC2=C1N(C(=N2)SC)C[C@@H]2OC(OC2)C2=CC=CC=C2)C(=O)NC2=CC=C(C=C2)OC(F)(F)Cl